5-[[2-[5-fluoro-6-(2,2,2-trifluoroethyl)quinazolin-4-yl]-2,7-diazaspiro[3.5]nonan-7-yl]methyl]-4-methyl-1-[2-(4-methylsulfonyl-piperazin-1-yl)propyl]indole-2-carbonitrile FC1=C2C(=NC=NC2=CC=C1CC(F)(F)F)N1CC2(C1)CCN(CC2)CC=2C(=C1C=C(N(C1=CC2)CC(C)N2CCN(CC2)S(=O)(=O)C)C#N)C